NC=1C2=C(N=CN1)N(C=C2C(=O)NC2=CC=C(C=C2)COC)C(C)(C)CC 4-amino-N-(4-(methoxymethyl)phenyl)-7-(tert-amyl)-7H-pyrrolo[2,3-d]pyrimidine-5-carboxamide